C(C=C)(=O)N1C[C@@H](CC1)C(=O)N1C[C@H](CC1)N1N=CC(=C1)C=1C=C(C=2N(C1)N=CC2C#N)OC 6-(1-((S)-1-((R)-1-acryloylpyrrolidine-3-carbonyl)pyrrolidin-3-yl)-1H-pyrazol-4-yl)-4-methoxypyrazolo[1,5-a]pyridine-3-carbonitrile